C(C)OC=1C=C(C=2N(C1)N=C1C2C=NN1)C=1C=CC(=NC1)N1C[C@H]2C3CCC([C@H]2C1)N3C=O ((3aR,7aS)-2-(5-(6-ethoxy-1H-pyrazolo[3',4':3,4]pyrazolo[1,5-a]pyridin-4-yl)pyridin-2-yl)octahydro-1H-4,7-epiiminoisoindol-8-yl)methanone